1-(adamantan-2-yl)-N-(3-methoxy-4-nitrophenyl)piperidin-4-amine C12C(C3CC(CC(C1)C3)C2)N2CCC(CC2)NC2=CC(=C(C=C2)[N+](=O)[O-])OC